5-trifluoromethoxybenzo[d]thiazol-2-amine FC(OC=1C=CC2=C(N=C(S2)N)C1)(F)F